NC1=NC=CC=C1C1=CC(=NO1)CC=1C(=NC=CC1)OCC1=CC=C(C#N)C=C1 4-(((3-((5-(2-aminopyridin-3-yl)isoxazol-3-yl)methyl)pyridin-2-yl)oxy)methyl)benzonitrile